4,4-dimethylpyrrolidone-1-carboxylate CC1(CC(N(C1)C(=O)[O-])=O)C